C(C)(C)(C)C=1C=C(C=C(C1O)C(C)(C)C)CCC(=O)NCCCNC(CCC1=CC(=C(C(=C1)C(C)(C)C)O)C(C)(C)C)=O N,N'-bis-(3,5-di-tert-butyl-4-hydroxyphenylpropionyl)-trimethylenediamine